(3S,6S,7aS,8aR,9aR)-5-oxo-3-((1S,5S)-2-(pyridin-3-yl)-2,6-diaza-bicyclo[3.2.0]heptane-6-carbonyl)deca-hydro-1H-cyclopropa[d]pyrrolo[1,2-a]azocin O=C1CC[C@@H]2[C@@H](C[C@@H]3N1[C@@H](CC3)C(=O)N3[C@H]1CCN([C@H]1C3)C=3C=NC=CC3)C2